N-octadecyl-2-(4-ethoxyphenyl)-3,5,7-triethoxyquinolin-4-one C(CCCCCCCCCCCCCCCCC)N1C(=C(C(C2=C(C=C(C=C12)OCC)OCC)=O)OCC)C1=CC=C(C=C1)OCC